(3R)-3-({2-[4-(dimethylamino)phenyl][1,2,4]triazolo[1,5-c]quinazolin-5-yl}amino)azepan-2-one CN(C1=CC=C(C=C1)C1=NN2C(=NC=3C=CC=CC3C2=N1)N[C@H]1C(NCCCC1)=O)C